N[C@@H](CCC(=O)CCNC([C@@H](N)CCC(=O)NCC)=O)C(=O)O theanine (gamma-glutamylethylamide)